C(#N)C=1C(=C(C=CC1)[C@@H](C)NC1=NC(=NC2=CC(=C(C=C12)N1CCC(CC1)N1CCN(CC1)C(=O)[O-])OC)C)C (R)-4-(1-(4-((1-(3-cyano-2-methylphenyl)ethyl)amino)-7-methoxy-2-methylquinazolin-6-yl)piperidin-4-yl)piperazine-1-carboxylate